Bismuth-Iridium [Ir].[Bi]